CN1N=CC2=CC(=CC=C12)C1=C(C=C(C=C1)NC(=O)N1CCC(CC1)C(F)(F)F)C=1N=NN(N1)C(C1=CC=CC=C1)(C1=CC=CC=C1)C1=CC=CC=C1 N-(4-(1-methyl-1H-indazol-5-yl)-3-(2-trityl-2H-tetrazol-5-yl)phenyl)-4-(trifluoromethyl)piperidine-1-carboxamide